1-(4-(2-(tert-butyldimethylsilyl)quinolin-4-yl)phenyl)ethan-1-one [Si](C)(C)(C(C)(C)C)C1=NC2=CC=CC=C2C(=C1)C1=CC=C(C=C1)C(C)=O